C(CCCCCCC)P(O)(=O)O Octanephosphonic Acid